(1H)-imidazole N1C=NC=C1